(R)-N-(1-((S)-4-bromo-5-chloro-6-fluoro-2-phenyl-2,3-dihydrobenzofuran-2-yl)-3-methylbut-3-en-1-yl)-2-methylpropan-2-sulfinamide BrC1=C(C(=CC2=C1C[C@](O2)(C2=CC=CC=C2)C(CC(=C)C)N[S@](=O)C(C)(C)C)F)Cl